C(C1=CC=CC=C1)C1=C(C(=CC(=C1)C(C)(C)C)OC)O 2-benzyl-4-(tert-butyl)-6-methoxyphenol